C(CC(C)C)C(C(=O)O)C(C)C.C(CC(C)C)(=O)OCCC(C)C isoamyl isovalerate (isopentyl isovalerate)